FC1=C2C=CN(C2=CC(=C1OC=1C=CC(=C(C(N)=S)C1)C=C)F)COCC[Si](C)(C)C 5-((4,6-Difluoro-1-((2-(trimethylsilyl)ethoxy)methyl)-1H-indol-5-yl)oxy)-2-vinylbenzothioamide